3-Phenyl-thiourea C1(=CC=CC=C1)NC(N)=S